C1CC(=O)N(C1=O)OC(=O)CCNC(=O)CBr N-succinimidyl 3-(bromoacetamido)propionate